3-fluoro-4-[[6-(4-oxo-1-piperidyl)-2-pyridyl]oxymethyl]benzonitrile FC=1C=C(C#N)C=CC1COC1=NC(=CC=C1)N1CCC(CC1)=O